selenomethylselenocysteine nicotine salt N1=CC=CC(=C1)C1N(C)CCC1.N[C@@H](C[Se]C)C(=[Se])O